cis-15-tetracosanol CCCCCCCCCCCCCCC(CCCCCCCCC)O